FC(C=1C(=C(C=CC1)[C@@H](C)NC1=CC(=NC2=CC=C(C=C12)[C@@]1(CN(CC1)C(C)=O)OC)[2H])F)F 1-((S)-3-(4-(((R)-1-(3-(difluoromethyl)-2-fluorophenyl)ethyl)amino)quinolin-6-yl-2-d)-3-methoxypyrrolidin-1-yl)ethan-1-one